C1(\C=C/C(=O)O1)=O maleic acid (anhydride)